((cis)-3-methoxycyclobutyl)-3-methyl-1H-imidazo[4,5-c]cinnolin CO[C@H]1C[C@H](C1)N1CN(C=2N=NC=3C=CC=CC3C21)C